(3R)-1-{[2'-(2-{[(tert-butoxy) carbonyl] (methyl) amino} ethoxy)-2-fluoro-[1,1'-biphenyl]-3-yl] methyl}-3-methyl-7-oxo-9-oxa-2,6-diazaspiro[4.5]decane-2-carboxylate C(C)(C)(C)OC(=O)N(CCOC1=C(C=CC=C1)C1=C(C(=CC=C1)CC1N([C@@H](CC12NC(COC2)=O)C)C(=O)[O-])F)C